(vinyl)magnesium C(=C)[Mg]